butyl-(5S)-5-({2-[4-(butoxycarbonyl) phenyl] ethyl} [2-(2-{[3-chloro-4'-(trifluoromethyl) [biphenyl]-4-yl] methoxy} phenyl) ethyl] amino)-5,6,7,8-tetrahydroquinoline-2-carboxylate C(CCC)OC(=O)C1=NC=2CCC[C@@H](C2C=C1)N(CCC1=C(C=CC=C1)OCC1=C(C=C(C=C1)C1=CC=C(C=C1)C(F)(F)F)Cl)CCC1=CC=C(C=C1)C(=O)OCCCC